2-(sec-butyl)-2,4-dihydro-3H-1,2,4-triazol-3-one C(C)(CC)N1N=CNC1=O